copper-copper-nickel [Ni].[Cu].[Cu]